Chloro{5-(ethylsulfonyl)-1-methyl-4-[7-methyl-3-(pentafluoroethyl)-7H-imidazo[4,5-c]pyridazin-6-yl]-1H-imidazol-2-yl}zinc Cl[Zn]C=1N(C(=C(N1)C1=NC2=C(N=NC(=C2)C(C(F)(F)F)(F)F)N1C)S(=O)(=O)CC)C